6-(4-chlorophenyl)-2-[1-(difluoromethyl)-1H-pyrazol-4-yl]-N-[(2S)-3-hydroxy-3-methylbutan-2-yl]-3-oxo-2,3-dihydropyridazine-4-carboxamide ClC1=CC=C(C=C1)C=1C=C(C(N(N1)C=1C=NN(C1)C(F)F)=O)C(=O)N[C@@H](C)C(C)(C)O